3-(6-(3-(4-dimethylaminopiperidin-1-yl)-(E)-propenyl)pyridin-3-yl)-1H-1,2,4-triazole-3,5-diamine CN(C1CCN(CC1)C/C=C/C1=CC=C(C=N1)C1(NNC(=N1)N)N)C